FC1=CC=C(C=C1)C1(CC1)N1C[C@@H](N(C[C@H]1C)C1=CC(N(C=2C=CC(=NC12)C#N)C)=O)C 8-((2S,5r)-4-(1-(4-fluorophenyl)cyclopropyl)-2,5-dimethylpiperazin-1-yl)-5-methyl-6-oxo-5,6-dihydro-1,5-naphthyridine-2-carbonitrile